(S)-N-(7-((3-hydroxyoxetan-3-yl)ethynyl)-5-methyl-4-oxo-2,3,4,5-tetrahydrobenzo[b][1,4]oxazepin-3-yl)-4-((2-methylpyridin-3-yl)oxy)pyridineamide OC1(COC1)C#CC1=CC2=C(OC[C@@H](C(N2C)=O)NC(=O)C2=NC=CC(=C2)OC=2C(=NC=CC2)C)C=C1